tert-butyl (S)-(1-(5-(5-(1-isopropylpiperidin-4-yl)pyridin-2-yl)-3-methylthiophene-2-carbonyl)pyrrolidin-3-yl)carbamate C(C)(C)N1CCC(CC1)C=1C=CC(=NC1)C1=CC(=C(S1)C(=O)N1C[C@H](CC1)NC(OC(C)(C)C)=O)C